N-(4-(1-(2-((tert-butyldimethylsilyl)oxy)ethyl)-3-phenyl-1H-pyrazol-4-yl)-7-methoxyquinazolin-6-yl)bicyclo[1.1.1]pentane-1-carboxamide [Si](C)(C)(C(C)(C)C)OCCN1N=C(C(=C1)C1=NC=NC2=CC(=C(C=C12)NC(=O)C12CC(C1)C2)OC)C2=CC=CC=C2